2-(tert-butoxycarbonyl)-6-methoxy-1,2,3,4-tetrahydroisoquinoline-7-carboxylic acid C(C)(C)(C)OC(=O)N1CC2=CC(=C(C=C2CC1)OC)C(=O)O